dichloro(2-methylpyridine) ClC1=C(C(=NC=C1)C)Cl